4-(3-((2-((2-ethyl-4-((1R,5S)-3-methyl-3,8-diazabicyclo[3.2.1]octan-8-yl)phenyl)amino)-5-(trifluoromethyl)pyrimidin-4-yl)amino)propyl)-1,4-oxazepan-5-one C(C)C1=C(C=CC(=C1)N1[C@H]2CN(C[C@@H]1CC2)C)NC2=NC=C(C(=N2)NCCCN2CCOCCC2=O)C(F)(F)F